N-(4-chloro-3-methylisoxazol-5-yl)-N-(methoxymethyl)-2-((3,3,6-trimethyl-1,3-dihydroisobenzofuran-5-yl)ethynyl)pyridine-3-sulfonamide ClC=1C(=NOC1N(S(=O)(=O)C=1C(=NC=CC1)C#CC=1C=C2C(OCC2=CC1C)(C)C)COC)C